rac-(2R,6S)-2-(methoxymethyl)-6-methylpiperazine COC[C@@H]1N[C@H](CNC1)C |r|